3-(Hydroxymethyl)-1-methylcyclobutan-1-ol OCC1CC(C1)(O)C